C[C@@H]1SP(O[C@@H]1C)(=S)OC[C@H]1O[C@H]([C@H]2[C@@H]1OC(O2)(C)C)N2C1=NC=NC(=C1N=C2)NC(C2=CC=CC=C2)=O N-(9-((3aR,4R,6R,6aR)-6-((((4S,5R)-4,5-dimethyl-2-sulfido-1,3,2-oxathiaphospholan-2-yl)oxy)methyl)-2,2-dimethyltetrahydrofuro[3,4-d][1,3]dioxol-4-yl)-9H-purin-6-yl)benzamide